1-[3-(trifluoromethoxy)benzyl]-1H-indole-2-carboxylic acid FC(OC=1C=C(CN2C(=CC3=CC=CC=C23)C(=O)O)C=CC1)(F)F